CCCCCCCCCCCCCCCCCC[Si](Cl)(Cl)Cl n-octadecyltrichlorosilane